[Cr](=O)(=O)([O-])[O-].[Co+2] COBALT CHROMATE